[N-](S(=O)(=O)C(F)(F)F)S(=O)(=O)C(F)(F)F.N1=CC=CC2=CC=CC=C12 quinoline bistrifluoromethanesulfonimide